(E)-2-((dimethylamino)methylene)cyclohexan-1-one CN(C)\C=C/1\C(CCCC1)=O